ethyl 3-[(tert-butoxycarbonyl) amino]-2-cyclopentylpropanoate C(C)(C)(C)OC(=O)NCC(C(=O)OCC)C1CCCC1